9,11-linoleic acid CCCCCC/C=C/C=C/CCCCCCCC(=O)O